C(C)(=O)NC1=C(C(=C(S1)C(=O)OCC)C)Br ethyl 5-acetamido-4-bromo-3-methylthiophene-2-carboxylate